COC(C1=C(C=C(C=C1)C1CCCC1)O)=O 4-cyclopentyl-2-hydroxy-benzoic acid methyl ester